BrC1=CC(=C(C=C1C)N(C(C#CCC)=O)C1=CC=C2C(=N1)OCC2)C2CC2 N-(4-bromo-2-cyclopropyl-5-methylphenyl)-N-{2H,3H-furo[2,3-b]pyridin-6-yl}pent-2-ynamide